(E)-N-(4-((3-chloro-2-fluorophenyl)amino)-7-(((1R,5S)-3-methyl-3-azabicyclo[3.1.0]hexan-1-yl)ethynyl)quinazolin-6-yl)-4-hydroxybut-2-enamide ClC=1C(=C(C=CC1)NC1=NC=NC2=CC(=C(C=C12)NC(\C=C\CO)=O)C#C[C@@]12CN(C[C@H]2C1)C)F